C(C)(C)(C)OC(=O)N1[C@@H](C[C@@](CC1)(C(=O)OC(C)(C)C)CC1=NC(=CC(=C1F)C(CC)=O)NC1=NN(C(=C1)C)C(C)(C)C)C di-tert-butyl-(2R,4R)-4-((6-((1-(tert-butyl)-5-methyl-1H-pyrazol-3-yl)-amino)-3-fluoro-4-propionylpyridin-2-yl) methyl)-2-methylpiperidine-1,4-dicarboxylate